[6-(3-Aminopyrazin-2-yl)-2-methoxy-3-pyridinyl]-5-methyl-3-phenyl-isoxazole-4-carboxamide NC=1C(=NC=CN1)C1=CC=C(C(=N1)OC)NC(=O)C=1C(=NOC1C)C1=CC=CC=C1